5-(2,6-difluoro-3-pyridyl)-1,3,4-thiadiazol-2-yl-1-[4-(1,5-dimethylpyrazol-4-yl)-3,4-dihydro-1H-isoquinolin-2-yl]methanone FC1=NC(=CC=C1C1=NN=C(S1)C(=O)N1CC2=CC=CC=C2C(C1)C=1C=NN(C1C)C)F